[Cd+2].CC=1C=C(C=C(C1)C(=O)[O-])C(=O)[O-].N1=CC(=CC=C1)C=CC=1C=NC=CC1 (1,2-di(3-pyridyl)-ethene) (5-methyl-1,3-benzenediformate) cadmium